(S,6R)-6-ethyl-N'-((1,2,3,5,6,7-hexahydro-s-indacen-4-yl)carbamoyl)-6-methyl-6,7-dihydro-5H-pyrazolo[5,1-b][1,3]oxazine-3-sulfonimidamide C(C)[C@@]1(CN2C(OC1)=C(C=N2)[S@](=O)(N)=NC(NC2=C1CCCC1=CC=1CCCC21)=O)C